ClC1=CC=C(OC(C(=O)C2=CC=CC=C2)C(F)(F)F)C=C1 (4-chlorophenoxy)-2-trifluoromethylacetophenone